C(C1=CC=CC=C1)(=O)NCC1=NOC(C1)C(=O)N[C@@H](CC(C)C)B(O)O ((1R)-1-(3-(benzamidomethyl)-4,5-dihydroisoxazole-5-carboxamido)-3-methylbutyl)boronic acid